N=1N(N=CC1)C=1SC(=CN1)CNC(C1=CC=CC=C1)(C1=CC=CC=C1)C1=CC=CC=C1 N-((2-(2H-1,2,3-triazol-2-yl)thiazol-5-yl)methyl)-1,1,1-triphenylmethanamine